COC1=CC=C(C=C1)C(C1=CC=C(C=C1)OCC1CC(C(C(C1)OCCCCCCCCCCCCCCCCCC)OCCCCCCCCCCCCCCCCCC)OCCCCCCCCCCCCCCCCCC)N {(4-methoxy-phenyl)-[4-(3,4,5-tris-octadecyloxy-cyclohexylmethoxy)-phenyl]-methyl}-amine